trans-[(3S)-3-(3,5-difluorophenyl)isoxazolidin-2-yl]-[4-[[3-fluoro-4-(hydroxymethyl)phenyl]methyl]cyclohexyl]methanone FC=1C=C(C=C(C1)F)[C@H]1N(OCC1)C(=O)[C@@H]1CC[C@H](CC1)CC1=CC(=C(C=C1)CO)F